5-bromo-1,3-dimethyl-7-(2-((tetrahydro-2H-pyran-2-yl)oxy)ethoxy)quinolin-2(1H)-one BrC1=C2C=C(C(N(C2=CC(=C1)OCCOC1OCCCC1)C)=O)C